[OH-].C(C)[N+](C1=CC=CC=C1)(CC)CC Triethylphenylammonium hydroxide